N-(N,N-dimethyl-1,2,3,4-tetrahydro-2-aminodibenzo-fur-8-yl)benzo[b]thien-3-carboxamide CN(C1CC2=C(OC3=C2C=C(C=C3)NC(=O)C=3C2=C(SC3)C=CC=C2)CC1)C